S(=O)(=O)(O)C1=CC=C(C)C=C1.ClC=1C(=NC(=NC1)NC1=C(C=C2CCNCC2=C1)OC)N1CCC2=CC=CC=C12 N-(5-chloro-4-indolin-1-yl-pyrimidin-2-yl)-6-methoxy-1,2,3,4-tetrahydroisoquinolin-7-amine tosylate